N-(benzo[f]quinolin-3-ylmethyl)-2-vinyloxazole-4-carboxamide C1=CC(=NC=2C=CC3=C(C12)C=CC=C3)CNC(=O)C=3N=C(OC3)C=C